NC=1C=2N(C3=C(N1)C=NC(=C3)C(=O)N(C(C)C3=CC=C(C=C3)C(F)(F)F)C3CC3)C=NC2 4-amino-N-cyclopropyl-N-(1-(4-(trifluoromethyl)phenyl)ethyl)imidazolo[1,5-a]pyrido[3,4-e]pyrazine-8-formamide